tert-Octylamin C(C)(C)(CC(C)(C)C)N